3-cyclopropyl-N-(diaminomethylene)benzamide C1(CC1)C=1C=C(C(=O)N=C(N)N)C=CC1